CC=1C(=NC=C(N1)C(F)(F)F)N1CC2(CC1)CCN(CC2)C(=O)OC(C)(C)C tert-butyl 2-(3-methyl-5-(trifluoromethyl)pyrazin-2-yl)-2,8-diazaspiro[4.5]decane-8-carboxylate